pyrrolo[3,2-d]oxazole N=1COC=2C1C=CN2